C(OC1CCC1)(OC1=CC=C(C=C1)[N+](=O)[O-])=O Cyclobutyl (4-nitrophenyl) carbonate